Tert-butyl (12aR)-8,10-difluoro-9-[2-fluoro-6-(hydroxymethyl)phenyl]-3,4,12,12a-tetrahydro-6H-pyrazino[2,1-c][1,4]benzoxazepine-2(1H)-carboxylate FC=1C(=C(C2=C(CN3[C@@H](CO2)CN(CC3)C(=O)OC(C)(C)C)C1)F)C1=C(C=CC=C1CO)F